N(=C=O)C(COC(CN=C=O)C)C 2-(2-isocyanatopropoxy)-1-propyl isocyanate